4-(6-(2,5-Difluorophenyl)-6-(7-(trifluoromethyl)-2H-indazol-2-yl)hex-1,3-diyn-1-yl)-1H-pyrrole FC1=C(C=C(C=C1)F)C(CC#CC#CC=1C=CNC1)N1N=C2C(=CC=CC2=C1)C(F)(F)F